O=C1N(CCC(N1)=O)C1=CC2=C(C(=NO2)N2CCN(CC2)C(=O)O)C=C1.C[C@H]1N(CCC1)C1=CC=C(C=C1)B1OC(C(O1)(C)C)(C)C (R)-2-methyl-1-(4-(4,4,5,5-tetramethyl-1,3,2-dioxaborolan-2-yl)phenyl)pyrrolidine 4-(6-(2,4-Dioxotetrahydropyrimidin-1(2H)-yl)benzo[d]isoxazol-3-yl)piperazine-1-carboxylate